8-[6-(1H-1,2,4-triazol-1-yl)pyrazin-2-yl]-2-[6-(trifluoromethyl)pyridin-3-yl]-2,8-diazaspiro[4.5]decane N1(N=CN=C1)C1=CN=CC(=N1)N1CCC2(CCN(C2)C=2C=NC(=CC2)C(F)(F)F)CC1